O=C1C=CC=2C(=CC=NC2N1)C=1C=C(C=CC1)NS(=O)(=O)NC(OC(C)(C)C)=O tert-butyl (N-(3-(7-oxo-7,8-dihydro-1,8-naphthyridin-4-yl)phenyl)sulfamoyl)carbamate